[NH+]=1NN=NC1.CC=1SC=CN1 methylthiazol tetrazolium salt